N1=CN=C(C=C1)C(C)(C)S(=O)(=O)C1=CC=C(C=C1)SC1=NC=CC(=N1)N 2-((4-((2-(pyrimidin-4-yl)propan-2-yl)sulfonyl)phenyl)thio)pyrimidin-4-amine